2,4-DIBROMO-6-FLUORoPHENYLISOCYANIDE BrC1=C(C(=CC(=C1)Br)F)[N+]#[C-]